pentaerythritol 4-[beta-(3,5-di-tert-butyl-4-hydroxyphenyl) propionate] C(C)(C)(C)C=1C=C(C=C(C1O)C(C)(C)C)CCC(=O)O.C([C@H](O)[C@H](O)CO)O.C([C@H](O)[C@H](O)CO)O.C([C@H](O)[C@H](O)CO)O.C([C@H](O)[C@H](O)CO)O.C([C@H](O)[C@H](O)CO)O